C(C1=CC=CC=C1)NC1CCC(CC1)NC1=NC=C(C(=N1)C=1C=NN(C1CC1CC1)C)Cl (1r,4r)-N1-benzyl-N4-(5-chloro-4-(5-(cyclopropylmethyl)-1-methyl-1H-pyrazol-4-yl)pyrimidin-2-yl)cyclohexane-1,4-diamine